(E)-N-(1-(4-(((4-((2-(aminomethyl)-3-fluoroallyl)oxy)phenyl)sulfonyl)methyl)bicyclo[2.2.2]octan-1-yl)cyclopropyl)cyclopropanecarboxamide NC/C(/COC1=CC=C(C=C1)S(=O)(=O)CC12CCC(CC1)(CC2)C2(CC2)NC(=O)C2CC2)=C\F